N-((4-((9-(cyclopropylmethyl)-9H-purin-6-yl)oxy)phenyl)carbamothioyl)-[1,1'-biphenyl]-4-carboxamide C1(CC1)CN1C2=NC=NC(=C2N=C1)OC1=CC=C(C=C1)NC(=S)NC(=O)C1=CC=C(C=C1)C1=CC=CC=C1